ClC1=CC(=C(C=C1)COC1=CC=CC(=N1)C1CCN(CC1)C=O)F [4-[6-[(4-chloro-2-fluoro-phenyl)methoxy]-2-pyridinyl]-1-piperidinyl]methanone